FC1=CC(=C(OC2=CC=CC(=C2)C(F)(F)F)C=C1)C 2-(4-fluoro-2-methylphenoxy)-4-(trifluoromethyl)benzene